tert-Butyl 4-(3-methoxypropyl)-3-oxopiperazine-1-carboxylate COCCCN1C(CN(CC1)C(=O)OC(C)(C)C)=O